(6as,8r)-4-iodo-6a,7,8,9-tetrahydro-6H-pyrido[3,2-b]pyrrolo[1,2-d][1,4]oxazin-8-ol IC1=CC=NC2=C1OC[C@H]1N2C[C@@H](C1)O